SC=1OC2=C(N1)C=CC=C2C(=O)O 2-mercaptobenzo[d]oxazole-7-carboxylic acid